N[C@@H](C(=O)NC1=C(C=C(C=C1)C1=C2C(=NC=C1)NC=C2)C)CC(C)C (2R)-2-Amino-4-methyl-N-[2-methyl-4-(1H-pyrrolo[2,3-b]pyridin-4-yl)phenyl]pentanamide